(S)-3-(4-Fluorobenzyl)-N-(7-((1-hydroxycyclobutyl)ethynyl)-5-methyl-4-oxo-2,3,4,5-tetrahydrobenzo[b][1,4]oxazepin-3-yl)-1H-pyrazol-1-carboxamid FC1=CC=C(CC2=NN(C=C2)C(=O)N[C@@H]2C(N(C3=C(OC2)C=CC(=C3)C#CC3(CCC3)O)C)=O)C=C1